ClC1=CC=C(C2=C1C=C(O2)F)COC2=CC=CC(=N2)C2CCC(CC2)CC2=NC=1C(=NC(=CC1)C(=O)O)N2C[C@H]2OCC2 (S)-2-((4-(6-((4-chloro-2-fluorobenzofuran-7-yl)methoxy)pyridin-2-yl)cyclohexyl)methyl)-3-(oxetan-2-ylmethyl)-3H-imidazo[4,5-b]pyridine-5-carboxylic acid